COC1=CC=C(C=C1)NC1=CC=C(C=C1)OC di-(4-methoxyphenyl)-amine